N-(3-cyclopropyl-1H-pyrazol-5-yl)-2-(1-(2-(difluoromethyl)thiazol-4-yl)-1H-pyrazol-4-yl)propanamide C1(CC1)C1=NNC(=C1)NC(C(C)C=1C=NN(C1)C=1N=C(SC1)C(F)F)=O